C(=O)C1=C(C=C(C=C1)C(C(=O)OCC)C(=O)OCC)OC 1,3-diethyl 2-(4-formyl-3-methoxyphenyl)propanedioate